CC=1C=NC=CC1CC(=O)O 2-(3-methylpyridin-4-yl)acetic acid